Cl.CC1(NC2(CC2)CC(C1)N1N=NC2=C1N=NC(=C2)C2=CC1=C(N=C(S1)C)C=C2O)C 6-[3-(5,5-dimethyl-4-azaspiro[2.5]oct-7-yl)-3H-[1,2,3]triazolo[4,5-c]pyridazin-6-yl]-2-methyl-1,3-benzothiazol-5-ol hydrochloride